FC(C(C)(C)O)(F)C=1C(=C(C=CC1)[C@@H](C)NC1=NC(=NC2=CC3=C(C=C12)N(C(C3=O)=O)C)C)F (R)-4-((1-(3-(1,1-difluoro-2-hydroxy-2-methylpropyl)-2-fluorophenyl)ethyl)amino)-2,6-dimethyl-6H-pyrrolo[2,3-g]quinazoline-7,8-dione